4-chloro-N-((6-isopropoxypyridin-3-yl)methyl)quinolin-8-amine ClC1=CC=NC2=C(C=CC=C12)NCC=1C=NC(=CC1)OC(C)C